N-[(6-Amino-2-pyridyl)sulfonyl]-6-(1-methylindol-4-yl)-2-(2,4,6-trimethylphenoxy)pyridin-3-carboxamid NC1=CC=CC(=N1)S(=O)(=O)NC(=O)C=1C(=NC(=CC1)C1=C2C=CN(C2=CC=C1)C)OC1=C(C=C(C=C1C)C)C